C1(CC1)[C@H](CO)NC1=NC(=C2N=CN(C2=N1)C(F)F)N[C@@H]1CN(CC1)S(=O)(=O)NCC (S)-3-((2-(((R)-1-cyclopropyl-2-hydroxyethyl)amino)-9-(difluoromethyl)-9H-purin-6-yl)-amino)-N-ethylpyrrolidine-1-sulfonamide